6-(2-((6,6-dimethyl-2,4-dioxo-3-azabicyclo[3.1.0]hexan-3-yl)methyl)thieno[3,2-b]pyridin-7-yl)-5-(3-(dimethylamino)azetidine-1-carbonyl)-4-methylpicolinonitrile CC1(C2C(N(C(C12)=O)CC1=CC2=NC=CC(=C2S1)C1=C(C(=CC(=N1)C#N)C)C(=O)N1CC(C1)N(C)C)=O)C